3-((1S,3R)-3-((4-(oxetan-3-yloxy)-5-(trifluoromethyl)pyrimidin-2-yl)amino)cyclohexyl)-[1,2,4]triazolo[4,3-a]pyrimidin-7(8H)-one O1CC(C1)OC1=NC(=NC=C1C(F)(F)F)N[C@H]1C[C@H](CCC1)C1=NN=C2N1C=CC(N2)=O